S(=O)(=O)([O-])[O-].C(CCCC)[N+](CCCCC)(CCCCC)CCCCC.C(CCCC)[N+](CCCCC)(CCCCC)CCCCC tetrapentyl-ammonium sulfate